N-(1-(benzo[d][1,3]dioxol-5-yl)naphthalen-4-yl)furan-2-carboxamide O1COC2=C1C=CC(=C2)C2=CC=C(C1=CC=CC=C21)NC(=O)C=2OC=CC2